FC1=CC=C(C=C1)C1OCC2(N1C(OC2)C2=CC=C(C=C2)F)CO [3,5-bis(4-fluorophenyl)-1,3,5,7-tetrahydro-[1,3]oxazolo[3,4-c][1,3]oxazol-7a-yl]methanol